tert-Butyl 3-chloro-9,9-dimethyl-6-(2-morpholinoethoxy)acridine-10(9H)-carboxylate {tert-butyl 3-chloro-9,9-dimethyl-6-(2-morpholinoethoxy)acridine-10(9H)-carboxylate} C(C)(C)(C)C1=CC(=CC=2N(C3=CC(=CC=C3C(C12)(C)C)OCCN1CCOCC1)C(=O)O)Cl.ClC=1C=CC=2C(C3=CC=C(C=C3N(C2C1)C(=O)OC(C)(C)C)OCCN1CCOCC1)(C)C